N1(CCC1)C1=CC(=NC2=CC=CC=C12)[C@@H]1[C@H](C1)C1=NC=CC(=N1)C 4-(azetidin-1-yl)-2-((1S,2S)-2-(4-methylpyrimidin-2-yl)cyclopropyl)quinolin